(R)-benzyl-2-(((benzyloxy)carbonyl)amino)-3-(7-ethoxythieno[3,2-b]pyridine-2-carboxamido)propanoate C(C1=CC=CC=C1)OC([C@@H](CNC(=O)C1=CC2=NC=CC(=C2S1)OCC)NC(=O)OCC1=CC=CC=C1)=O